quinolin-4-yl N-(3-{2-[2-(2-aminoethoxy) ethoxy] ethoxy} propionyl)-L-alpha-asparaginyl-L-prolyl-L-alaninate NCCOCCOCCOCCC(=O)N[C@@H](CC(=O)N1[C@@H](CCC1)C(=O)N[C@@H](C)C(=O)OC1=CC=NC2=CC=CC=C12)C(N)=O